N-(3-fluoro-4-(trifluoromethoxy)phenyl)-6,7-dimethoxyisoquinolin-1-amine FC=1C=C(C=CC1OC(F)(F)F)NC1=NC=CC2=CC(=C(C=C12)OC)OC